2-[[5-[5-chloro-4-[[(3S)-3-fluorotetrahydropyran-3-yl]methylamino]-6-oxo-pyridazin-1-yl]-2-pyridyl]oxy]-4-ethyl-N-methyl-benzamide ClC1=C(C=NN(C1=O)C=1C=CC(=NC1)OC1=C(C(=O)NC)C=CC(=C1)CC)NC[C@@]1(COCCC1)F